cysteinate N[C@@H](CS)C(=O)[O-]